ClC1=C(C=CC(=C1)OC1=CC=C(C=C1)Cl)C(CN1N=CN=C1)(CCC)O 2-[2-chloro-4-(4-chlorophenoxy)phenyl]-1-(1,2,4-triazol-1-yl)pentan-2-ol